2-Chloro-3-fluoro-6-((2-(trimethylsilyl)ethoxy)methoxy)benzaldehyde ClC1=C(C=O)C(=CC=C1F)OCOCC[Si](C)(C)C